IC=1NC2=CC=CC(=C2C1)N(C(OC(C)(C)C)=O)C1CCN(CC1)C tert-butyl (2-iodo-1H-indol-4-yl)(1-methylpiperidin-4-yl)carbamate